4-hydroxy-2-methylsulfanyl-spiro[6,8-dihydro-5H-quinazoline-7,3'-indolin]-2'-one OC1=NC(=NC=2CC3(C(NC4=CC=CC=C34)=O)CCC12)SC